N-[2-(2-aminoethoxy)ethyl]-4-[[3-[3-(difluoromethyl)-1-(methoxymethyl)pyrazol-4-yl]imidazo[1,2-a]pyrazin-8-yl]amino]-2-ethylbenzamide NCCOCCNC(C1=C(C=C(C=C1)NC=1C=2N(C=CN1)C(=CN2)C=2C(=NN(C2)COC)C(F)F)CC)=O